ClC1=CC=C2C=C(C=NC2=C1C)C 7-chloro-3,8-dimethylquinoline